1-(3,5-Difluoropyridin-4-yl)-8-(1-ethyl-1H-pyrazol-4-yl)-7-methoxy-3-methyl-1,3-dihydroimidazo[4,5-c]quinolin-2-one FC=1C=NC=C(C1N1C(N(C=2C=NC=3C=C(C(=CC3C21)C=2C=NN(C2)CC)OC)C)=O)F